5-cyclopropyl-6-oxo-1,6-dihydropyridazin C1(CC1)C1=CC=NNC1=O